ClC=1C=CC(=C(C1)C(\C=C\C1=CC=CC=C1)=O)C#CC1=CC=CC=C1 (E)-1-(5-chloro-2-(phenylethynyl)phenyl)-3-phenylprop-2-en-1-one